FC(C1=C(N=NN1)C1=CC(=NC=C1)C=1N=CN(C1)CCC1=C(C=C(C=C1F)F)F)(F)F 4-[5-(trifluoromethyl)-1H-1,2,3-triazol-4-yl]-2-{1-[2-(2,4,6-trifluorophenyl)ethyl]-1H-imidazol-4-yl}pyridine